4-{2-methyl-3-oxo-[1,2,4]triazolo[4,3-a]pyridin-7-yl}-2,3-dihydro-1,4-benzoxazine-7-carboxylic acid CN1N=C2N(C=CC(=C2)N2CCOC3=C2C=CC(=C3)C(=O)O)C1=O